FC=1C(=NC=C(C1)OC)N1C(N(C=2C=NC=3C=C(C(=CC3C21)C=2C=NN(C2)C)OC)C)=O 1-(3-Fluoro-5-methoxypyridin-2-yl)-7-methoxy-3-methyl-8-(1-methyl-1H-pyrazol-4-yl)-1,3-dihydroimidazo[4,5-c]quinolin-2-one